[Cl-].ClC=[N+](C)C Chloromethylene(dimethyl)ammonium chloride